1-[dideuterio(pyridin-3-yl)methyl]-7-fluoro-benzimidazol [2H]C(N1C=NC2=C1C(=CC=C2)F)(C=2C=NC=CC2)[2H]